4-methylbenzylboric acid CC1=CC=C(COB(O)O)C=C1